COC(=O)[C@@H]1[C@H](CC1)COC=1C(=NC(=CC1)C=1N=NN(C1C=O)C)C |r| (±)-(1S,2S)-2-(((6-(5-formyl-1-methyl-1H-1,2,3-triazol-4-yl)-2-methylpyridin-3-yl)oxy)methyl)cyclobutane-1-carboxylic acid methyl ester